CCCN1C2=C(C(=O)N(C1=O)C)NC=N2 The molecule is an oxopurine that is 1-methyl-7H-xanthine in which the hydrogen attached to the nitrogen at position 3 has been replaced by a propyl group. It has a role as a bronchodilator agent. It derives from a 1-methyl-7H-xanthine and an enprofylline.